ClC1=CC2=C(N=N1)N(C=C2)C2CC(C2)(O)C (1s,3s)-3-(3-chloro-7H-pyrrolo[2,3-c]pyridazin-7-yl)-1-methylcyclobutanol